8,8'-((3-hydroxy-cyclobutyl)azanedi-yl)bis(N,N-didec-yloctanamide) OC1CC(C1)N(CCCCCCCC(=O)N(CCCCCCCCCC)CCCCCCCCCC)CCCCCCCC(=O)N(CCCCCCCCCC)CCCCCCCCCC